ammonium dioxalate C(C(=O)[O-])(=O)[O-].C(C(=O)[O-])(=O)[O-].[NH4+].[NH4+].[NH4+].[NH4+]